3-((1-methylpiperidin-4-yl)oxy)thiophene-2-carboxylic acid CN1CCC(CC1)OC1=C(SC=C1)C(=O)O